1,15-hexadecadien-13-ynal C(=CCCCCCCCCCCC#CC=C)=O